C(C)OC1=NC=CC(=C1)C1=CC[C@@H](CN1C(=O)OC(C)(C)C)C |r| tert-butyl rac-(3S)-6-(2-ethoxy-4-pyridyl)-3-methyl-3,4-dihydro-2H-pyridine-1-carboxylate